NC1=NC=2C=CC(=CC2C2=C1COC2)C(=O)N([C@@H](CF)C)CC2=NC=C(C=C2)C#N (R)-4-amino-N-((5-cyanopyridin-2-yl)methyl)-N-(1-fluoropropan-2-yl)-1,3-dihydrofuro[3,4-c]quinoline-8-carboxamide